6-(2,2-difluorobenzo[d][1,3]dioxol-5-yl)-3,4-dihydroisoquinoline FC1(OC2=C(O1)C=CC(=C2)C=2C=C1CCN=CC1=CC2)F